C(C)(C)(C)OC(=O)N1C[C@@H](OCC1)CCC(C(C)C)=O (2S)-2-(4-methyl-3-oxopentyl)morpholine-4-carboxylic acid tert-butyl ester